[Ti].[W].[Al] aluminium tungsten titanium